C1C=CC=2C(=CC=CC12)C(=O)N indene-4-carboxamide